ClC=1C=CC(=C(COC2=CC=CC(=N2)C2CCN(CC2)[C@@H](C)C2=NC3=C(N2C[C@H]2OCC2)C=CC=C3)C1)F 2-((S)-1-(4-(6-((5-chloro-2-fluorobenzyl)oxy)pyridin-2-yl)piperidin-1-yl)ethyl)-1-(((S)-oxetan-2-yl)methyl)-1H-benzo[d]imidazol